OCC(CO)(C(C)O)CO 2,2-bis(hydroxymethyl)-1,3-butanediol